8-cyclopentyl-2-((1-(tetrahydro-2H-pyran-2-yl)-1H-benzo[d][1,2,3]triazol-5-yl)amino)pterin C1(CCCC1)N1C=CN=C2C(NC(N=C12)(N)NC1=CC2=C(N(N=N2)C2OCCCC2)C=C1)=O